ClC1=CC=C(C=C1)C=1N=C2N(C=CC=N2)C1CN1CC2CCC(C1)N2C(=O)NC2=C(C=C(C=C2)Cl)C(F)(F)F 3-{[2-(4-chlorophenyl)imidazo[1,2-a]pyrimidin-3-yl]methyl}-N-[4-chloro-2-(trifluoromethyl)-phenyl]-3,8-diazabicyclo[3.2.1]octane-8-carboxamide